N-methyl-2-[1-[(4-methylphenyl)methyl]-5-oxopyrrolidin-2-yl]-N-phenylacetamide CN(C(CC1N(C(CC1)=O)CC1=CC=C(C=C1)C)=O)C1=CC=CC=C1